7-(2,2-dimethyl-4-oxo-5-aza-3-oxahex-5-yl)-2-oxo-1H-quinoline-3-carboxylic acid CC(C)(OC(N(C)C1=CC=C2C=C(C(NC2=C1)=O)C(=O)O)=O)C